ClC1=C(C=C(C=C1)F)N=C(N)C1=C(C=2N(N=C1)C=C(C2)C2=C(C=C(C=C2)OC)C)NC2CCC(CC2)N(C(C(F)(F)F)=O)C N-trans-[4-[[3-[N'-(2-chloro-5-fluoro-phenyl)carbamimidoyl]-6-(4-methoxy-2-methyl-phenyl)pyrrolo[1,2-b]pyridazin-4-yl]amino]cyclohexyl]-2,2,2-trifluoro-N-methyl-acetamide